C1(CC1)OC1=C(C(=C(C(=C1F)F)C1=CC2=C(OC(C(N2CC#C)=O)(F)F)C=C1F)F)F 6-(4-cyclopropoxy-2,3,5,6-tetrafluorophenyl)-2,2,7-trifluoro-4-(prop-2-yn-1-yl)-2H-benzo[b][1,4]oxazin-3(4H)-one